O.C(\C=C/C(=O)O)(=O)O.CN(CC=CC(=O)N)C 4-(dimethylamino)-2-butenamide maleate monohydrate